benzyl (2S,3R)-2-((((9H-fluoren-9-yl)methoxy) carbonyl)amino)-3-hydroxy-3-phenylpropanoate C1=CC=CC=2C3=CC=CC=C3C(C12)COC(=O)N[C@H](C(=O)OCC1=CC=CC=C1)[C@@H](C1=CC=CC=C1)O